C(#N)C1=C(SC2=C1C(=NC=C2F)C=2C1=C(C=3C=NC(=NC3C2F)N2[C@@H]([C@@H](CC2)NC(C)C)C)COC1)NC(OC(C)(C)C)=O tert-butyl (3-cyano-7-fluoro-4-(5-fluoro-3-((2R,3R)-3-(isopropylamino)-2-methylpyrrolidin-1-yl)-7,9-dihydrofuro[3,4-f]quinazolin-6-yl)thieno[3,2-c]pyridin-2-yl)carbamate